C(CCCCCCCCCCC)C(C(N)(CCCCCCCCCCCC)CCCCCCCCCCCC)N tridodecylethane-1,2-diamine